Cl.C(CC)OC=1C=C(C=CC1)SC=1C=CC2=C(C(=CS2)C2=CCN3CCCCC3CC2)C1 5-(3-propoxyphenyl)thio-3-(1-azabicyclo[5.4.0]undec-3-en-4-yl)-benzothiophene hydrochloride